N-((2R)-1-(2-cyclopropyl-1,3-dioxo-4-phenyl-2,8-diazaspiro[4.5]decan-8-yl)-3-methyl-1-oxobutan-2-yl)-2-fluoro-5-(trifluoromethyl)benzamide C1(CC1)N1C(C2(C(C1=O)C1=CC=CC=C1)CCN(CC2)C([C@@H](C(C)C)NC(C2=C(C=CC(=C2)C(F)(F)F)F)=O)=O)=O